C1(=CC=CC=C1)C(CCCCC)CCCCCC 6-phenyldodecane